2-(2-((7-(3-(aminomethyl)phenyl)-5-((cyclopropylmethyl)carbamoyl)benzofuran-2-yl)methoxy)phenyl)acetic acid NCC=1C=C(C=CC1)C1=CC(=CC=2C=C(OC21)COC2=C(C=CC=C2)CC(=O)O)C(NCC2CC2)=O